FC=1C=C(C#N)C=C(C1)CO[C@H](CO)CCCCCCCCCCCCCCCC (S)-3-fluoro-5-(((1-hydroxyoctadeca-2-yl)oxy)methyl)benzonitrile